2-Ethylhexyl 2-propenoate C(C=C)(=O)OCC(CCCC)CC